[Ge].[Nb] Niobium-Germanium